3-(fluoromethoxy)-4-{[3-(4-{[(1R,4R)-4-{2-oxa-6-azaspiro[3.3]heptan-6-yl}cyclohexyl]amino}-1-(2,2,2-trifluoroethyl)-1H-indol-2-yl)prop-2-yn-1-yl]amino}benzene-1-sulfonamide FCOC=1C=C(C=CC1NCC#CC=1N(C2=CC=CC(=C2C1)NC1CCC(CC1)N1CC2(COC2)C1)CC(F)(F)F)S(=O)(=O)N